4-(((3S,4R)-1-((5-chlorothiophen-2-yl)sulfonyl)-4-hydroxy-4-(hydroxymethyl)pyrrolidin-3-yl)oxy)-2-fluorobenzonitrile ClC1=CC=C(S1)S(=O)(=O)N1C[C@@H]([C@@](C1)(CO)O)OC1=CC(=C(C#N)C=C1)F